ClC1=C(C=CC(=C1)OC)C[C@H](C)NC(CN1N=CC2=C(C1=O)SC(=C2C)C)=O (S)-N-(1-(2-chloro-4-methoxyphenyl)propan-2-yl)-2-(2,3-dimethyl-7-oxothieno[2,3-d]pyridazin-6(7H)-yl)acetamide